6-methylhepta-1,5-dien-4-ol CC(=CC(CC=C)O)C